ClC=1C=C2C(=C(C(N(C2=NC1C1=C(C=CC=C1)F)C=1C(=NC=CC1C(C)C)C(C)C)=O)C#N)N1CCN(CC1)C(=O)OCCCC Butyl 4-(6-chloro-3-cyano-1-(2,4-diisopropylpyridin-3-yl)-7-(2-fluorophenyl)-2-oxo-1,2-dihydro-1,8-naphthyridin-4-yl)piperazine-1-carboxylate